COC(=O)C=1C=C(C=CC1C)NC(=O)[C@@H]1N(CCCC1)C(=O)OCCCC butyl (R)-2-((3-(methoxycarbonyl)-4-methylphenyl)carbamoyl)piperidine-1-carboxylate